COC(CC(C(=O)N)C(C)(C)C)OC (2,2-dimethoxyethyl)-3,3-dimethylbutanamide